trans-N-(6-(1H-pyrazol-4-yl)isoquinolin-3-yl)-4-((3-fluoroazetidin-1-yl)methyl)cyclohexane-1-carboxamide N1N=CC(=C1)C=1C=C2C=C(N=CC2=CC1)NC(=O)[C@@H]1CC[C@H](CC1)CN1CC(C1)F